O=C1NC(CCC1N1C(C(=CC1=O)NCCCC(=O)O)=O)=O 4-((1-(2,6-dioxopiperidin-3-yl)-2,5-dioxo-2,5-dihydro-1H-pyrrol-3-yl)amino)butanoic acid